C(C)(=O)OC1=CC(=CC2=CC=CC(=C12)CC)OC 8-ethyl-3-methoxynaphthalen-1-yl acetate